methyl 2-(7-bromo-2,6-dimethylquinolin-3-yl)-4-cyanobutanoate BrC1=C(C=C2C=C(C(=NC2=C1)C)C(C(=O)OC)CCC#N)C